3-(2-aminoethyl)piperazin NCCC1CNCCN1